6-chloro-8-fluoroimidazo[1,2-b]pyridazine ClC=1C=C(C=2N(N1)C=CN2)F